(2R,4S)-4-(1,1-difluoroethyl)-2-(4-fluorophenyl)-N-((S,E)-4-(methylsulfonyl)but-3-en-2-yl)piperidine-1-carboxamide FC(C)(F)[C@@H]1C[C@@H](N(CC1)C(=O)N[C@@H](C)\C=C\S(=O)(=O)C)C1=CC=C(C=C1)F